COC1CCC(CC1)C(=O)NC(=O)NC1=CC(=C(C=C1)OC1=NC=C(C=N1)C(F)(F)F)C 1-(4-methoxycyclohexanecarbonyl)-3-(3-methyl-4-{[5-(trifluoromethyl)pyrimidin-2-yl]oxy}phenyl)urea